2-(4-(Trifluoromethyl)phenylamino)acetohydrazide FC(C1=CC=C(C=C1)NCC(=O)NN)(F)F